1,3-diphenylbutanediol C1(=CC=CC=C1)C(CC(C)C1=CC=CC=C1)(O)O